(1-Methyl-4-piperidyl)N-[2-(1,3-benzodioxol-5-yl)-1-methyl-ethyl]-N-methyl-carbamate CN1CCC(CC1)OC(N(C)C(CC1=CC2=C(OCO2)C=C1)C)=O